N-cyclohexyl-2-(3-methoxy-4-(2-((6-methylpyridin-3-yl)amino)-2-oxoethoxy)phenyl)-2-oxoacetamide C1(CCCCC1)NC(C(=O)C1=CC(=C(C=C1)OCC(=O)NC=1C=NC(=CC1)C)OC)=O